NC1=NNC2=C1C(=NC(=C2)C2CCN(CC2)C(C(C)C)=O)C2=CC=C(C=C2)C2=C(C(N(C(N2C(C)C)=O)C2=NC=CC=C2)=O)C(=O)N (4-(3-amino-6-(1-isobutyrylpiperidin-4-yl)-1H-pyrazolo[4,3-c]pyridin-4-yl)phenyl)-1-isopropyl-2,4-dioxo-3-(pyridin-2-yl)-1,2,3,4-tetrahydropyrimidine-5-carboxamide